6-tert-butoxytetralin-1-one C(C)(C)(C)OC=1C=C2CCCC(C2=CC1)=O